(2S)-10-[[5-Chloro-2-(4-methyl-1,4-diazepan-1-yl)pyrimidin-4-yl]amino]-2-cyclopropyl-3,3-difluoro-7-methyl-2,4-dihydro-1H-[1,4]oxazepino[2,3-c]chinolin-6-on ClC=1C(=NC(=NC1)N1CCN(CCC1)C)NC1=CC=2C3=C(C(N(C2C=C1)C)=O)OCC([C@@H](N3)C3CC3)(F)F